2-butyl-1-(2,6-diethylphenyl)-5-{[4-(6-fluoropyridin-3-yl)phenyl]methyl}-6-hydroxy-1,4-dihydropyrimidin-4-one C(CCC)C=1N(C(=C(C(N1)=O)CC1=CC=C(C=C1)C=1C=NC(=CC1)F)O)C1=C(C=CC=C1CC)CC